tert-Butyl (S)-3-(1-(naphthalen-2-yl)-2-oxo-1,2-dihydro-3H-imidazo[4,5-b]pyridin-3-yl)pyrrolidine-1-carboxylate C1=C(C=CC2=CC=CC=C12)N1C(N(C2=NC=CC=C21)[C@@H]2CN(CC2)C(=O)OC(C)(C)C)=O